methyl ((4-chlorophenyl)sulfonyl)carbamate ClC1=CC=C(C=C1)S(=O)(=O)NC(OC)=O